[N+](=O)([O-])C=1C(=NNN1)C=1N(C(=NN1)N)N 5-(5-nitro-2H-1,2,3-triazol-4-yl)-4H-1,2,4-triazole-3,4-diamine